ClC1=CC=C(C(=N1)C(=O)O)N[C@H](C)C=1C=C(C=C2C(N(C(=NC12)N1CCC2(CC2)CC1)C)=O)C (R)-6-chloro-3-((1-(3,6-dimethyl-4-oxo-2-(6-azaspiro[2.5]octan-6-yl)-3,4-dihydroquinazolin-8-yl)ethyl)amino)picolinic acid